2-((1R,5S)-3-(7-(3-hydroxynaphthalen-1-yl)-2-(((S)-1-methylpyrrolidin-2-yl)methoxy)quinazolin-4-yl)-3,8-diazabicyclo[3.2.1]octan-8-yl)-2-oxoethane-1-sulfonamide OC=1C=C(C2=CC=CC=C2C1)C1=CC=C2C(=NC(=NC2=C1)OC[C@H]1N(CCC1)C)N1C[C@H]2CC[C@@H](C1)N2C(CS(=O)(=O)N)=O